rac-(1s,2r,4r)-4-(5-bromo-6-methoxy-2H-indazol-2-yl)-2-methylcyclohexane-1-ol BrC1=CC2=CN(N=C2C=C1OC)[C@H]1C[C@H]([C@H](CC1)O)C |r|